2-((5-methyl-3-(6-methyl-3-pyridyl)isoxazol-4-yl)methoxy)-6-tetrahydropyran-4-yl-7H-pyrrolo[3,4-b]pyridin-5-one CC1=C(C(=NO1)C=1C=NC(=CC1)C)COC1=CC=C2C(=N1)CN(C2=O)C2CCOCC2